((2-aminoacetylamino)methoxy)-2-cyclopropylacetate NCC(=O)NCOC(C(=O)[O-])C1CC1